C(C1=CC=CC=C1)OC1=CC(=NC2=CC=[N+](C=C12)[O-])C=1C(=NC=C(C1C)C(F)(F)F)OC1=C(C(=C(C=C1)F)F)C 4-benzyloxy-2-[2-(3,4-difluoro-2-methyl-phenoxy)-4-methyl-5-(trifluoromethyl)-3-pyridyl]-6-oxido-1,6-naphthyridin-6-ium